didodecyl sulfosuccinate sodium salt [Na+].S(=O)(=O)([O-])C(C(=O)OCCCCCCCCCCCC)CC(=O)OCCCCCCCCCCCC